4-(o-tolyl)-6-oxo-pyran C1(=C(C=CC=C1)C=1C=COC(C1)=O)C